S(=O)(=O)(O)C1=CC(=CC2=CC(=CC=C12)C(=O)O)C(=O)O 4-sulfo-2,7-naphthalenedicarboxylic acid